NC[C@@]1([C@@H]2CCN(C[C@H]12)C1=CN=C2C(=N1)NN=C2C2=C1C=CC=NC1=C(C=C2)OS(=O)(=O)F)C=2SC=C(N2)C 5-(6-((1S,6R,7S)-7-(aminomethyl)-7-(4-methylthiazol-2-yl)-3-azabicyclo[4.1.0]heptan-3-yl)-1H-pyrazolo[3,4-b]pyrazin-3-yl)quinolin-8-ylsulfurofluoridate